C(C)OP(OCC)(=O)C1=CC=C(C=C1)CCN1C(=NC2=C1C=CC(=C2)C#N)NC(CC(C)C)=O (4-(2-(5-cyano-2-(3-methylbutanamido)-1H-benzo[d]imidazol-1-yl)ethyl)phenyl)phosphonic acid diethyl ester